11,14-Dihydroxyicosanoic acid OC(CCCCCCCCCC(=O)O)CCC(CCCCCC)O